1-((1-(2-(6-(Trifluoromethyl)imidazo[1,2-a]pyrazin-3-yl)pyrimidin-4-yl)pyrrolidin-3-yl)methyl)pyrrolidin-2-one FC(C=1N=CC=2N(C1)C(=CN2)C2=NC=CC(=N2)N2CC(CC2)CN2C(CCC2)=O)(F)F